2-isopropenyl-phenyl-aniline C(=C)(C)C1=C(C=CC=C1)NC1=CC=CC=C1